ClC=1C=CC(=C(C1)C1=NN=C(S1)NC(OC(C)(C)C)=O)OC(C)C tert-butyl (5-(5-chloro-2-isopropoxyphenyl)-1,3,4-thiadiazol-2-yl)carbamate